[Ni].CC(C(P(C1=CC=CC=C1)C1=CC=CC=C1)C)P(C1=CC=CC=C1)C1=CC=CC=C1 dimethyl-(1,2-bis(diphenylphosphino)ethane) nickel